N[C@@H](CC(C)C)C(=O)O LEUCINE